3-[3-[4-(4-Chloro-2-methylsulfonyl-phenyl)phenyl]azetidine-1-carbonyl]-4,5-dihydroisoxazole-5-carboxamide ClC1=CC(=C(C=C1)C1=CC=C(C=C1)C1CN(C1)C(=O)C1=NOC(C1)C(=O)N)S(=O)(=O)C